[1-(4-Chlorophenyl)cyclopropyl]methyl 4-[2-(4-fluorophenyl)-4-oxo-1,3-thiazolidin-3-yl]-3-methylbenzoate FC1=CC=C(C=C1)C1SCC(N1C1=C(C=C(C(=O)OCC2(CC2)C2=CC=C(C=C2)Cl)C=C1)C)=O